4-chloro-N-((1S,3R)-3-(7-fluoro-2-(2-fluorophenyl)-6-(1H-1,2,4-triazol-3-yl)-1H-benzo[d]imidazol-1-yl)cyclohexyl)picolinamide ClC1=CC(=NC=C1)C(=O)N[C@@H]1C[C@@H](CCC1)N1C(=NC2=C1C(=C(C=C2)C2=NNC=N2)F)C2=C(C=CC=C2)F